6-(2-(2'-fluoro-[1,1'-biphenyl]-3-yl)-2-hydroxyacetyl)-2-(1-phenylcyclopropyl)-5,6,7,8-tetrahydropyrido[4,3-d]pyrimidin-4(3H)-one FC1=C(C=CC=C1)C1=CC(=CC=C1)C(C(=O)N1CC2=C(N=C(NC2=O)C2(CC2)C2=CC=CC=C2)CC1)O